O1C2=C(OCC1)C=C(C=C2)C2=C(C#N)C(=CC=C2)N2CCC(CC2)NC2COCCC2 2-(2,3-dihydrobenzo[b][1,4]dioxin-6-yl)-6-(4-(tetrahydro-2H-pyran-3-ylamino)piperidin-1-yl)benzonitrile